5-(3-(((1r,4r)-4-(5-chloro-2-cyclobutylnicotinamido)cyclohexyl)methyl)-2-oxo-2,3-dihydro-1H-benzo[d]imidazol-1-yl)-N-methyl-picolinamide ClC=1C=NC(=C(C(=O)NC2CCC(CC2)CN2C(N(C3=C2C=CC=C3)C=3C=CC(=NC3)C(=O)NC)=O)C1)C1CCC1